4-thiomorpholinopyridine S1CCN(CC1)C1=CC=NC=C1